NC=1C=C(C#N)C=C(C1)[C@@H](C)NC1=NC(=NC2=CC(=C(C=C12)OC)C(=O)N1CCOCC1)C (R)-3-amino-5-(1-((6-methoxy-2-methyl-7-(morpholin-4-carbonyl)quinazolin-4-yl)amino)ethyl)benzonitrile